6-(1H-imidazol-1-yl)-N-((1r,4r)-4-(2-methoxyethoxy)cyclohexyl)-4-(thiazol-5-yl)picolinamide N1(C=NC=C1)C1=CC(=CC(=N1)C(=O)NC1CCC(CC1)OCCOC)C1=CN=CS1